C(C=C)(=O)OC(CCCCCCCCCCCCCCCCCCCCCC)OC(C=C)=O tricosandiol diacrylate